4-methyl-2-(thiazol-2-yl)imidazo[1,5-a]pyrimidin-8-carboxylic acid CC1=CC(=NC=2N1C=NC2C(=O)O)C=2SC=CN2